The molecule is the conjugate base of 5-oxoproline. It has a role as a human metabolite. It is a conjugate base of a 5-oxoproline. C1CC(=O)NC1C(=O)[O-]